(R)-N-((R)-1-(2-(4,4-dimethylpiperidin-1-yl)-6-methyl-4-oxo-4H-chromen-8-yl)ethyl)-2-methylpropane-2-sulfinamide CC1(CCN(CC1)C=1OC2=C(C=C(C=C2C(C1)=O)C)[C@@H](C)N[S@](=O)C(C)(C)C)C